(2-bromophenyl)(4-butylphenyl)methanone BrC1=C(C=CC=C1)C(=O)C1=CC=C(C=C1)CCCC